ethyl (1S*,3S*)-2,2-difluoro-3-(((4-methoxybenzyl)oxy)methyl)cyclopropane-1-carboxylate FC1([C@@H]([C@H]1COCC1=CC=C(C=C1)OC)C(=O)OCC)F |o1:2,3|